3-(3,3-difluorocyclobutyl)imidazo[1,5-a]pyrazine FC1(CC(C1)C1=NC=C2N1C=CN=C2)F